4-(4-bromo-3-fluoro-phenyl)morpholine BrC1=C(C=C(C=C1)N1CCOCC1)F